Cl.N1CCC(CC1)C1=NN(C2=CC=CC=C12)S(=O)(=O)CC1=CC=CC=C1 3-(piperidin-4-yl)-1-toluenesulfonyl-1H-indazole hydrochloride